FC(C(=O)[O-])(F)F.C[N+](CCCC)(C)C trimethylbutylammonium trifluoroacetate